1-(Bromomethyl)-4-fluoro-2-methylbenzene BrCC1=C(C=C(C=C1)F)C